NC1CN(C1)CC1=CN(C(O1)=O)[C@@H](C)C=1C=CC=C2C(=C(NC12)C(=O)O)C1=CC(NC=C1)=O 7-[(1S)-1-{5-[(3-Aminoazetidin-1-yl)methyl]-2-oxo-2,3-dihydro-1,3-Oxazol-3-yl}ethyl]-3-(2-oxo-1,2-dihydropyridin-4-yl)-1H-indole-2-carboxylic acid